(3S,6S,7aR,8aS,9aR)-5-oxo-3-(((R)-1-(pyridin-3-yl)pyrrolidin-3-yl)carbamoyl)decahydro-1H-cyclopropa[d]pyrrolo[1,2-a]azocin O=C1CC[C@H]2[C@H](C[C@@H]3N1[C@@H](CC3)C(N[C@H]3CN(CC3)C=3C=NC=CC3)=O)C2